8-(4-Fluoro-2-methylphenyl)-9-(3-fluoro-4-((1-(3-fluoropropyl)azetidin-3-yliden)methyl)-5-methylphenyl)-6,7-dihydro-5H-benzo[7]annulen FC1=CC(=C(C=C1)C=1CCCC2=C(C1C1=CC(=C(C(=C1)C)C=C1CN(C1)CCCF)F)C=CC=C2)C